BrC1=C(C(=C(C(=C1F)F)S(=O)(=O)C)F)F 1-bromo-2,3,5,6-tetrafluoro-4-(methylsulfonyl)benzene